tert-butyl (2S)-2-{[(1S)-1-cyano-2-[4-(3-methyl-2-oxo-1,3-benzoxazol-5-yl)phenyl]ethyl]carbamoyl}-2-methylmorpholine-4-carboxylate C(#N)[C@H](CC1=CC=C(C=C1)C=1C=CC2=C(N(C(O2)=O)C)C1)NC(=O)[C@@]1(CN(CCO1)C(=O)OC(C)(C)C)C